FC1=C(C=CC(=C1)C1=NC(=NC=C1C)NC=1C=NN(C1)C1CCN(CC1)C)O 2-Fluoro-4-(5-methyl-2-((1-(1-methylpiperidin-4-yl)-1H-pyrazol-4-yl)amino)pyrimidin-4-yl)phenol